4-(6-(6-((6-methoxypyridin-3-yl)methyl)-3,6-Diazabicyclo[3.1.1]heptan-3-yl)pyridin-3-yl)-6-(2-(methylsulfonyl)ethyl)pyrazolo[1,5-a]pyridine-3-carbonitrile COC1=CC=C(C=N1)CN1C2CN(CC1C2)C2=CC=C(C=N2)C=2C=1N(C=C(C2)CCS(=O)(=O)C)N=CC1C#N